N1C=NC(=C1)[C@H](C)N1C(N=C(C2=CC=C(C=C12)C(F)(F)F)N1CCC1)=O (S)-1-(1-(1H-imidazol-4-yl)ethyl)-4-(azetidin-1-yl)-7-(trifluoromethyl)quinazolin-2(1H)-one